N-(4-bromophenyl)-N-(3-oxopent-2-yl)carboxamide BrC1=CC=C(C=C1)N(C=O)C(C)C(CC)=O